(2,6-Dichloropyridin-4-yl)methyl (R)-2-(pyrrolidin-2-yl)acetate hydrochloride Cl.N1[C@H](CCC1)CC(=O)OCC1=CC(=NC(=C1)Cl)Cl